BrC1=C2C(=C(N=C1)OC)N(C(=C2)C(C)=O)COCC[Si](C)(C)C 1-(4-bromo-7-methoxy-1-{[2-(trimethylsilyl)ethoxy]methyl}-1H-pyrrolo[2,3-c]pyridin-2-yl)ethan-1-one